C1(=CC=CC=C1)C#CC=1C=C2C(=NC=NC2=CC1)OC(=O)N1CCC2(CNC2)CC1 [6-(phenylethynyl) quinazolin-4-yl]-2,7-diazaspiro[3.5]nonane-7-carboxylate